tert-butyl (3s,5r)-3-(2-((6-(benzylamino)-3-methyl-2-oxo-2,3-dihydro-1H-benzo[d]imidazol-4-yl) oxy) ethoxy)-4,4-difluoro-5-methylpiperidine-1-carboxylate C(C1=CC=CC=C1)NC=1C=C(C2=C(NC(N2C)=O)C1)OCCO[C@H]1CN(C[C@H](C1(F)F)C)C(=O)OC(C)(C)C